α-tolyl-γ-caprolactone C1(=C(C=CC=C1)C1C(=O)OC(C1)CC)C